NC=1C(=CC2=C(N=C(N2C2=NC=CC=C2F)C(F)F)C1C1=C(C(=CC=C1C)OC)C)C#N 6-amino-2-(difluoromethyl)-3-(3-fluoro-2-pyridyl)-7-(3-methoxy-2,6-dimethyl-phenyl)benzimidazole-5-carbonitrile